OCC1=C(C#N)C=CC=C1OC (hydroxymethyl)-3-methoxybenzonitrile